CN1C2=C(C3=C1C(N(N=C3)CC3=CC(=CC=C3)C)=O)SC(=C2)CC=2OC=CN2 4-methyl-6-(3-methylbenzyl)-2-(oxazol-2-ylmethyl)-4H-thieno[2',3':4,5]pyrrolo[2,3-d]pyridazin-5(6H)-one